(1R,5S,6S)-3-(tert-butoxycarbonyl)-3-azabicyclo[3.1.0]hexane-6-carboxylic acid CC(C)(C)OC(=O)N1C[C@@H]2[C@H](C1)C2C(=O)O